2-(2-cyanoethyl)sulfanyl-1H-isoindole-1,3(2H)-dione C(#N)CCSN1C(C2=CC=CC=C2C1=O)=O